4-{1-{[4-(Trifluoromethyl)phenyl]sulfonyl}-1H-pyrrolo[2,3-c]pyridin-4-yl}benzonitrile FC(C1=CC=C(C=C1)S(=O)(=O)N1C=CC=2C1=CN=CC2C2=CC=C(C#N)C=C2)(F)F